3'-(3-(2-(4-(1H-tetrazol-5-yl)phenethyl)-3-oxopyrazolidin-1-yl)-1-hydroxypropyl)-2-methyl-[1,1'-biphenyl]-4-carboxamide N1N=NN=C1C1=CC=C(CCN2N(CCC2=O)CCC(O)C=2C=C(C=CC2)C2=C(C=C(C=C2)C(=O)N)C)C=C1